tert-butyl ((5-chloro-4-(4,4,5,5-tetramethyl-1,3,2-dioxaborolan-2-yl)-2-(thiazol-4-yl)-2,3-dihydrobenzofuran-2-yl)methyl)carbamate ClC=1C=CC2=C(CC(O2)(C=2N=CSC2)CNC(OC(C)(C)C)=O)C1B1OC(C(O1)(C)C)(C)C